C1(CCCC1)C#CC=1C(=CC(=NC1)NC(N(C)C1=NC(=C(C=C1)CN1C(CN(CC1)C)=O)C=O)=O)NCCOC 3-(5-(cyclopentylethynyl)-4-((2-methoxy-ethyl)amino)pyridin-2-yl)-1-(6-formyl-5-((4-methyl-2-oxopiperazin-1-yl)methyl)pyridin-2-yl)-1-methylurea